C1(CC1)CCC(N1C(NC(C=C1)=O)=O)C=1C=CC(=C(C1)NC(=O)C1=CC(=NN1C=1C=C(CNC(OC(C)(C)C)=O)C=CC1)C(F)(F)F)F tert-butyl 3-(5-(5-(3-cyclopropyl-1-(2,4-dioxo-3,4-dihydropyrimidin-1(2H)-yl)propyl)-2-fluorophenylcarbamoyl)-3-(trifluoromethyl)-1H-pyrazol-1-yl)benzylcarbamate